(R)-1-(4-(1-methyl-1H-pyrazol-5-yl)-2-(3-methylmorpholino)imidazo[1,5-a]pyrimidin-8-yl)ethan-1-one CN1N=CC=C1C1=CC(=NC=2N1C=NC2C(C)=O)N2[C@@H](COCC2)C